C1CC12NCCN(C2)C2=NC=CC(=N2)NC=2C=C1C=NNC1=CC2 N-(2-(4,7-diazaspiro[2.5]oct-7-yl)pyrimidin-4-yl)-1H-indazol-5-amine